C(C)OC(\C(\C(C(F)(F)F)=O)=C/OCC)=O.C1(CC1)C#CC1=CC=C(C=N1)C=1N=C(NC(C1)=O)C=1C(=C(CNC(C(C)C)=O)C=CC1F)F N-(3-{4-[6-(cyclopropylethynyl)pyridin-3-yl]-6-oxo-1,6-dihydropyrimidin-2-yl}-2,4-difluorobenzyl)isobutyramide (Z)-Ethyl-2-(ethoxymethylene)-4,4,4-trifluoro-3-oxobutanoate